C(C)C=1C=CSC1 4-ethylthiophen